tert-butyl 3-(2-(2-((1S,5R)-3-(8-cyanoquinolin-5-yl)-5-(trifluoromethyl)-3-azabicyclo[3.1.0]hexane-1-carbonyl)hydrazineyl)-2-oxoethyl)azetidine-1-carboxylate C(#N)C=1C=CC(=C2C=CC=NC12)N1C[C@@]2(C[C@@]2(C1)C(F)(F)F)C(=O)NNC(CC1CN(C1)C(=O)OC(C)(C)C)=O